ClC=1C=C2COCCCC3=CC=CC=C3C=3C=CC(=C(NS(C(C1O)=C2)(=O)=O)C3)F 15-chloro-21-fluoro-18,18-dioxo-11-oxa-18λ6-thia-19-azatetracyclo[18.3.1.113,17.02,7]pentacosa-1(24),2,4,6,13,15,17(25),20,22-nonaen-16-ol